N1(CCOCC1)C(CN1CCC1)=O 1-[2-(morpholin-4-yl)-2-oxoethyl]azetidin